C(#N)C1=CNC2=C(C=CC=C12)NS(=O)(=O)C1=CN=C(S1)OCC(C)(C)O N-(3-cyano-1H-indol-7-yl)-2-(2-hydroxy-2-methylpropyloxy)thiazole-5-sulfonamide